C(C)C=1C=2C3=CN=C(C(O[C@@H](C4=CC(=CC=C4C4=NN(C=C4CC2SN1)C)F)C)=C3)N (19R)-3-ethyl-16-fluoro-10,19-dimethyl-20-oxa-5-thia-4,10,11,23-tetraazapentacyclo[19.3.1.02,6.08,12.013,18]pentacosa-1(24),2(6),3,8,11,13,15,17,21(25),22-decaen-22-amine